trans-tert-butyl-4-((5-fluoro-4-(3-(3-oxomorpholino)phenyl)pyrimidin-2-yl)amino)cyclohexane-1-carboxylate C(C)(C)(C)OC(=O)[C@@H]1CC[C@H](CC1)NC1=NC=C(C(=N1)C1=CC(=CC=C1)N1C(COCC1)=O)F